C=12C=3NN=CC3CC=3N=COC3C3=CC=CC=C3COC(C(=NC1)N)=C2 11,20-dioxa-3,4,9,23-tetraazapentacyclo[19.3.1.02,6.08,12.013,18]pentacosa-1(24),2(6),4,8(12),9,13,15,17,21(25),22-decaen-22-amine